C(C)(C)(C)C=1C=C(C=C(C1O)C(C)(C)C)CCC(=O)[O-] 3-(3,5-di-tert-butyl-4-hydroxyphenyl)propionat